2-(3-(dimethylamino)-2,5-dioxopyrrolidin-1-yl)-N-(2-fluorobenzyl)propanamide lactate C(C(O)C)(=O)O.CN(C1C(N(C(C1)=O)C(C(=O)NCC1=C(C=CC=C1)F)C)=O)C